SCC(CCS)[Si](OCC)(OCC)OCC 1,4-dimercapto-2-(triethoxysilyl)butane